N-[(1S,2R)-2-aminocyclohexyl]-3-(2-{[3-methoxy-5-(trifluoromethyl)phenyl]amino}pyrimidin-4-yl)-1-methyl-1H-pyrazole-5-carboxamide hydrochloride Cl.N[C@H]1[C@H](CCCC1)NC(=O)C1=CC(=NN1C)C1=NC(=NC=C1)NC1=CC(=CC(=C1)C(F)(F)F)OC